NC1=NC=NN2C1=CC=C2[C@@]2(C#N)[C@@H]([C@H](O)[C@H](O2)CO)F 2-C-(4-aminopyrrolo[2,1-f][1,2,4]triazin-7-yl)-2,5-anhydro-3-deoxy-3-fluoro-D-altrononitrile